9-((1s,4s)-4-((3-((6-amino-7-methylquinolin-4-yl)oxy)-2,2-difluoropropyl)amino)cyclohexyl)-2-chloro-7-methyl-7,9-dihydro-8H-purin-8-one NC=1C=C2C(=CC=NC2=CC1C)OCC(CNC1CCC(CC1)N1C2=NC(=NC=C2N(C1=O)C)Cl)(F)F